(S)-8-Isopropyl-4-((R)-3-(methylamino)pyrrolidin-1-yl)-6,7,8,9-tetrahydropyrimido[5,4-b][1,4]oxazepin-2-amine ditrifluoroacetic acid salt FC(C(=O)O)(F)F.FC(C(=O)O)(F)F.C(C)(C)[C@H]1NC2=C(OCC1)C(=NC(=N2)N)N2C[C@@H](CC2)NC